C1(CCCC1)N1N=C(C=C1C1=C(C=CC=C1)C(F)(F)F)C(=O)N[C@H](CC(=O)NC1(COC1)C)CC(N1CCCCC1)=O (3R)-3-({1-cyclopentyl-5-[2-(trifluoromethyl)phenyl]-1H-pyrazol-3-yl}formamido)-N-(3-methyloxetan-3-yl)-5-oxo-5-(piperidin-1-yl)pentanamide